COC1=C(C=NC=C1)C(=O)N 4-methoxy-pyridine-3-carboxamide